1-[2-(4-fluorophenyl)-3-(2-methoxypyridin-4-yl)-3H-imidazo[4,5-b]Pyridin-5-yl]Piperazine FC1=CC=C(C=C1)C1=NC=2C(=NC(=CC2)N2CCNCC2)N1C1=CC(=NC=C1)OC